BrC=1C=C(C(=O)C2=CC(=CC=C2)OC)C=CC1 3-bromo-3'-methoxy-benzophenone